ClC=1C(=NC(=NC1)N[C@H]1C=2N(CC[C@@H]1O)N=C(C2)COC)C=2C=C(C1=C(N(C(=N1)C)C(C)C)C2)F (4S,5S)-4-((5-chloro-4-(4-fluoro-1-isopropyl-2-methyl-1H-benzo[d]imidazol-6-yl)pyrimidin-2-yl)amino)-2-(methoxymethyl)-4,5,6,7-tetrahydropyrazolo[1,5-a]pyridin-5-ol